NC1=C(C=CC=C1)C(=O)O 2-aminobenzene-carboxylic acid